ClC=1C=C2C(CN(CC2=C(C1)Cl)C)C=1C=C(C=CC1)S(=O)(=O)NCCOCCOCCNC(CCC(=O)NCCOCCOCCNS(=O)(=O)C1=CC(=CC=C1)C1CN(CC2=C(C=C(C=C12)Cl)Cl)C)=O N1,N4-bis(2-(2-(2-(3-(6,8-dichloro-2-methyl-1,2,3,4-tetrahydroisoquinolin-4-yl)phenylsulfonamido)ethoxy)ethoxy)ethyl)succinamide